N-[5-(5-methylfuran-2-yl)-2-(oxetan-3-yl)-[1,2,4]triazolo[1,5-c]pyrimidin-7-yl]acetamide CC1=CC=C(O1)C1=NC(=CC=2N1N=C(N2)C2COC2)NC(C)=O